1-(1-(2-chloro-3-fluoropyridin-4-yl)-4-methyl-1H-1,2,3-triazol-5-yl)ethan-1-amine ClC1=NC=CC(=C1F)N1N=NC(=C1C(C)N)C